3-(2-(1-((1-(4-((1S,2R)-6-hydroxy-2-phenyl-1,2,3,4-tetrahydronaphthalen-1-yl)phenyl)piperidin-4-yl)methyl)piperidin-4-yl)-1,2,3,4-tetrahydroisoquinolin-7-yl)piperidine-2,6-dione OC=1C=C2CC[C@H]([C@H](C2=CC1)C1=CC=C(C=C1)N1CCC(CC1)CN1CCC(CC1)N1CC2=CC(=CC=C2CC1)C1C(NC(CC1)=O)=O)C1=CC=CC=C1